CC1=NC2=CC=C(C=C2C=N1)N 2-methylquinazoline-6-amine